(+-)-(trans)-N-[8-amino-6-(4-methyl-3-pyridinyl)-7-(trifluoromethyl)-3-isoquinolinyl]-2-cyano-cyclopropanecarboxamide NC=1C(=C(C=C2C=C(N=CC12)NC(=O)[C@H]1[C@@H](C1)C#N)C=1C=NC=CC1C)C(F)(F)F |r|